ClC1=CC=C(C=C1)C1=NN(CC1C1=CC=CC=C1)S(=O)(=O)C1=NN(N=C1)C(C)C (Z)-3-(4-chlorophenyl)-N-((2-isopropyl-2H-1,2,3-triazol-4-yl)sulfonyl)-4-phenyl-4,5-dihydro-1H-pyrazole